OC1=C(C=CC(=C1OC)OCOC)C(\C=C\C1=CC=C(C=C1)CCCCOC1OCCCC1)=O (E)-1-(2-Hydroxy-3-methoxy-4-(methoxymethoxy)phenyl)-3-(4-(4-((tetrahydro-2H-pyran-2-yl)oxy)butyl)phenyl)prop-2-en-1-one